ethyl(methyl)((4-(5-(trifluoromethyl)-1,2,4-oxadiazol-3-yl)phenyl)imino)-λ6-sulfanone C(C)S(=O)(=NC1=CC=C(C=C1)C1=NOC(=N1)C(F)(F)F)C